OC1(CCC(CC1)NC(=O)C=1C=NC(=CC1)OCC=1C(=NOC1C)C=1C=NC(=CC1)C)C N-((1r,4r)-4-hydroxy-4-methylcyclohexyl)-6-((5-methyl-3-(6-methylpyridin-3-yl)isoxazol-4-yl)methoxy)pyridine-3-carboxamide